5-((1,2,4-triazin-5-yl)amino)-3-(cyclohex-1-en-1-yl)-6-(4-methoxyphenyl)-2-phenylpyrazolo[1,5-a]pyrimidin-7(4H)-one N1=NC=NC(=C1)NC=1NC=2N(C(C1C1=CC=C(C=C1)OC)=O)N=C(C2C2=CCCCC2)C2=CC=CC=C2